COC1=CC=C(C(=O)C2=C3N(C=4C=C(C(=CC24)C(=O)OC)[N+](=O)[O-])CCCN3)C=C1 10-(4-methoxybenzoyl)-8-methoxycarbonyl-7-nitro-1,2,3,4-tetrahydropyrimidino[1,2-a]indole